2-(2',2'-difluoroethoxy)-6-trifluoromethylphenyl-thiophenol FC(COC1=C(C(=CC=C1)C(F)(F)F)C1=C(C=CC=C1)S)F